4-(4-(Quinolin-3-yl)quinazolin-2-yl)piperazine-1-carboxylate N1=CC(=CC2=CC=CC=C12)C1=NC(=NC2=CC=CC=C12)N1CCN(CC1)C(=O)[O-]